butyl-3-methylimidazolium acetate C(C)(=O)[O-].C(CCC)C=1NC=C[N+]1C